O([C@H]1[C@H](O)[C@@H](O)[C@@H](O)[C@H](O1)CO)C1=C(C=CC=C1)[N+](=O)[O-] nitrophenyl β-D-galactopyranoside